COC(CCCCCCCCC\C=C/CCCC)=O (Z)-11-hexadecenoic acid methyl ester